ClC1=C(C=C(C=C1)N=C=S)C(F)(F)F 4-chloro-3-(trifluoromethyl)phenyl isothiocyanate